C(C)(C)(C)OC(=O)N1CCC(CC1)N1N=CC=2N=C(NC(C21)=O)NCC2=CC(=C(C=C2)Cl)Cl tert-butyl-4-(5-((3,4-dichlorobenzyl) amino)-7-oxo-6,7-dihydro-1H-pyrazolo[4,3-d]pyrimidin-1-yl)piperidine-1-carboxylate